tert-butyl 3-aminobicyclo[1.1.1]pentane-1-carboxylate NC12CC(C1)(C2)C(=O)OC(C)(C)C